benzyl (1-(tert-butyl)-3-((1R,3R)-3-(4,4-dimethyl-2,5-dioxoimidazolidin-1-yl)cyclopentyl)-1H-pyrazol-5-yl)carbamate C(C)(C)(C)N1N=C(C=C1NC(OCC1=CC=CC=C1)=O)[C@H]1C[C@@H](CC1)N1C(NC(C1=O)(C)C)=O